COC[C@@H]1C[C@@H](CCC1)C1=NC2=CC=C(C=C2C=C1)C=O 2-((1R,3s)-3-(methoxymethyl)cyclohexyl)quinoline-6-carbaldehyde